Gold-Rhenium [Re].[Au]